6-(2,2-difluoro-2-(phenylsulfanyl)ethyl)-4,6-dimethylpyrano[2,3,4-ij]isoquinoline-2,5(4H,6H)-dione FC(CC1(C(N(C=2C3=C(C=CC=C13)OC(C2)=O)C)=O)C)(SC2=CC=CC=C2)F